BrC1=CC(=C(O[C@H](C(=O)O)CC)C=C1)C(C)(F)F (2S)-2-[4-bromo-2-(1,1-difluoroethyl)phenoxy]butanoic acid